5-[4-[[5-[2-(4-methylpiperazin-1-yl)ethoxy]pyrimidin-2-yl]amino]cyclohexoxy]-7-morpholino-1,6-naphthyridine-3-sulfonamide CN1CCN(CC1)CCOC=1C=NC(=NC1)NC1CCC(CC1)OC1=C2C=C(C=NC2=CC(=N1)N1CCOCC1)S(=O)(=O)N